COC=1C=C(C(=NC1)NC(C(C)(C)C)=O)SC N-(5-methoxy-3-methylthio-pyridin-2-yl)trimethylacetamide